ClC1=C(C(C2=C(NC(=N2)C)C1=O)=O)NCCCC1=CC=CC=C1 6-chloro-2-methyl-5-((3-phenylpropyl)amino)-1H-benzo[d]imidazole-4,7-dione